Bis(3-(2-propenyl)-4-hydroxyphenyl) sulfon C(C=C)C=1C=C(C=CC1O)S(=O)(=O)C1=CC(=C(C=C1)O)CC=C